(R or S)-5,6-difluoro-7-(4-(5-methyl-1,3,4-oxadiazol-2-yl)phenyl)-2-(1,1,1-trifluoro-3-hydroxy-3-methylbutan-2-yl)isoindolin-1-one FC=1C=C2CN(C(C2=C(C1F)C1=CC=C(C=C1)C=1OC(=NN1)C)=O)[C@@H](C(F)(F)F)C(C)(C)O |o1:24|